CNC(COC[C@H](N)C(=O)O)=O O-(2-(methylamino)-2-oxoethyl)-L-serine